CC=1C=NC=CC1C=1C=C(N(N1)COCC[Si](C)(C)C)C(=O)OC methyl 5-(3-methyl-4-pyridyl)-2-(2-trimethylsilylethoxymethyl)pyrazole-3-carboxylate